CS(=O)(=O)OCC1=CC(=NC=C1)C1C(NC(CC1)=O)=O (2-(2,6-dioxopiperidin-3-yl)pyridin-4-yl)methyl methanesulfonate